COCC[N+]1=C(SC=C1)C N-(methoxyethyl)-2-methylthiazolium